OC1=C2C=CNC2=CC=C1 4-HydroxyIndole